methyl 3-piperidinylacetate N1CC(CCC1)CC(=O)OC